N[C@@H]1C2=CC=CC=C2CC12CCN(CC2)C=2N=CC(=NC2CO)C#CCOC2=CC=C(C(=O)NC)C=C2 (S)-4-((3-(5-(1-Amino-1,3-dihydrospiro[indene-2,4'-piperidin]-1'-yl)-6-(hydroxymethyl)Pyrazin-2-yl)prop-2-yn-1-yl)oxy)-N-methylbenzamide